ClC1=C(C=C(CC(C(=O)N)(C)C)C=C1)C=1NC(C=C(N1)C=1C=NC(=CC1)OCC1CCOCC1)=O (4-chloro-3-{6-oxo-4-[6-(tetrahydropyran-4-ylmethoxy)pyridin-3-yl]-1,6-dihydropyrimidin-2-yl}benzyl)isobutyramide